ClC=1C=C(C=CC1Cl)OC(=O)N1CC2=CC=CC=C2CC1 3,4-dihydroisoquinoline-2(1H)-carboxylic acid 3,4-dichlorophenyl ester